tert-butyl (1-(4-(7-((3-(diethylamino)propyl)carbamoyl)benzo[d]imidazo[2,1-b]thiazol-2-yl)phenyl)cyclopropyl)carbamate C(C)N(CCCNC(=O)C1=CC2=C(N3C(S2)=NC(=C3)C3=CC=C(C=C3)C3(CC3)NC(OC(C)(C)C)=O)C=C1)CC